4-(2,2-difluoroethyl)-1λ6-thiomorpholine-1-oxide FC(CN1CC[SH2](CC1)=O)F